8-chloro-1,2,3,5,6,11-hexahydroindolizino[8,7-b]indole ClC=1C=C2C3=C(NC2=CC1)C1CCCN1CC3